B(O)(O)C=1C=C(C[C@H](N)C(=O)O)C=CC1 3-Boronophenylalanin